2-(N-(2-(2-(4-bromophenyl)-2-oxoethoxy)-2-oxoethyl)benzamido)ethyl octanoate C(CCCCCCC)(=O)OCCN(C(C1=CC=CC=C1)=O)CC(=O)OCC(=O)C1=CC=C(C=C1)Br